5-Phenyl-4,5-dihydro-3aH-pyrrolo[1,2-a]quinolin-1-one C1(=CC=CC=C1)C1CC2N(C3=CC=CC=C13)C(C=C2)=O